ClC=1C(=C(C(=CC1)N1N=NN=C1)C1=CC(N2[C@@H](CC([C@@]2(C1([2H])[2H])[2H])([2H])[2H])C=1NC(=CN1)C1=C(C(=[N+](C=C1)[O-])CO)F)=O)F 4-(2-((3S,8aR)-7-(3-chloro-2-fluoro-6-(1H-tetrazol-1-yl)phenyl)-5-oxo-1,2,3,5,8,8a-hexahydroindolizin-3-yl-1,1,8,8,8a-d5)-1H-imidazol-5-yl)-3-fluoro-2-(hydroxymethyl)pyridine 1-oxide